6-[4-Fluoro-2-(piperidin-4-yl)-1,3-benzothiazol-6-yl]-2-methylimidazo[1,2-b]pyridazin-8-ol FC1=CC(=CC2=C1N=C(S2)C2CCNCC2)C=2C=C(C=1N(N2)C=C(N1)C)O